tributyl-methylammonium bis(trifluoromethanesulfonyl)imide [N-](S(=O)(=O)C(F)(F)F)S(=O)(=O)C(F)(F)F.C(CCC)[N+](C)(CCCC)CCCC